F[C@@H]1C[C@H](N(C1)C(CC1=NC(=CC=C1)OC)=O)C(=O)N[C@H](C1=CC=C(C=C1)C(C)C)C1=CC=CC=C1 (2S,4R)-4-fluoro-1-[2-(6-methoxypyridin-2-yl)acetyl]-N-[(S)-phenyl[4-(propan-2-yl)phenyl]methyl]pyrrolidine-2-carboxamide